hydroxymethyl-benzyl chloride OCC(C1=CC=CC=C1)Cl